O.ClC1=CC=C(C=C1)NC([C@H](C)C1CCC(CC1)C1=CC=NC2=CC=C(C=C12)F)=O (R)-N-(4-chlorophenyl)-2-((1S,4S)-4-(6-fluoroquinolin-4-yl)cyclohexyl)propanamide monohydrate